3-[6-cyclopropyl-2-(3,4-dimethoxyphenyl)-3-oxo-pyridazine-4-carbonyl]bicyclo[3.2.1]octane-2,4-dione C1(CC1)C=1C=C(C(N(N1)C1=CC(=C(C=C1)OC)OC)=O)C(=O)C1C(C2CCC(C1=O)C2)=O